8-(1-hydroxyethyl)-6-methyl-2-(pyrrolidin-1-yl)quinoline-4-carbonitrile OC(C)C=1C=C(C=C2C(=CC(=NC12)N1CCCC1)C#N)C